FC=1C=C(C=CC1)NC(C1=CC(=CC=C1)NC1=NC=C(C=N1)C1=CSC=C1C)=O N-(3-fluorophenyl)-3-((5-(4-methylthiophen-3-yl)pyrimidin-2-yl)amino)benzamide